1-Boc-(3R,4S)-3-fluoropiperidine-4-carboxylic acid-(S)-phenethyl ester C(CC1=CC=CC=C1)OC(=O)[C@H]1[C@H](CN(CC1)C(=O)OC(C)(C)C)F